C(C1=CC=CC=C1)N1C2=C(C3=CC=CC=C13)CCNC2C 9-benzyl-1-methyl-2,3,4,9-tetrahydro-1H-pyrido[3,4-b]indole